OCCN1CC(CCC1)OC1OC2=C(C(NC1)=O)C=CC=C2 [(1-(2-hydroxyethyl)-3-piperidyl)oxy]-2,3-dihydro-1,4-benzoxazepine-5-one